C(C)OC(C(C)(C)OC1=C(C=C(C=C1C)CN1N=CN(C1=O)C1=CC=C(C=C1)OCC)C)=O 2-(4-((4-(4-ethoxyphenyl)-5-oxo-4,5-dihydro-1H-1,2,4-triazol-1-yl)methyl)-2,6-Dimethylphenoxy)-2-methylpropanoic acid ethyl ester